(±)-1-[1-(6-chloropyrimidin-4-yl)-3,5-dimethyl-1H-pyrazol-4-yl]-2,2,2-trifluoro-N,N-dimethylethanamine ClC1=CC(=NC=N1)N1N=C(C(=C1C)[C@H](C(F)(F)F)N(C)C)C |r|